4-ethyl-[(piperazin-1-yl)ethyl]Methanesulfonamide C(C)N1CCN(CC1)CCCS(=O)(=O)N